3-iodopyruvate ICC(C(=O)[O-])=O